Cl.CN1N=C2C(=CC=CC2=C1)C#N 2-methyl-2H-indazole-7-carbonitrile hydrochloride